OC(C(=O)N1CC2=C(N=C(NC2=O)C2(CC2)C2=CC=CC=C2)CC1)C=1C=C(C=CC1)C1=CC=C(C=C1)OC 6-(2-hydroxy-2-(4'-methoxy-[1,1'-biphenyl]-3-yl)acetyl)-2-(1-phenylcyclopropyl)-5,6,7,8-tetrahydropyrido[4,3-d]pyrimidin-4(3H)-one